S1C(=CC=C1)C1=NC=CC=N1 2-(2-thienyl)-pyrimidine